N1=C(C=C(C=C1)C#N)C1=NC=CC(=C1)C#N [2,2'-bipyridine]-4,4'-dinitrile